C(C)(C)(C)C=1C=C(NN1)NC(=O)NC1=CC=C(C=C1)N1C=NC2=C1C=CC(=C2)OCCCCCCC2=C1C(N(C(C1=CC=C2)=O)C2C(NC(CC2)=O)=O)=O 1-(5-tert-butyl-2H-pyrazol-3-yl)-3-[4-(5-{6-[2-(2,6-dioxopiperidin-3-yl)-1,3-dioxo-2,3-dihydro-1H-isoindol-4-yl]-hexyloxy}-benzimidazol-1-yl)-phenyl]-urea